5-{[(2,5-dioxopyridin-1-yl)oxy]-5-oxopentyl}-1-methoxyphenazinium nitrate [N+](=O)([O-])[O-].O=C1N(CC(C=C1)=O)OC(CCCC[N+]1=C2C=CC=C(C2=NC2=CC=CC=C12)OC)=O